C(C)(C)(C)OC(=O)N(C(OC(C)(C)C)=O)C1=NC(=CN=C1Cl)C=1N=C(C=2N(C1)C=CN2)N(C2=CC=C(C=C2)N2CCN(CC2)C2COC2)C(=O)OC(C)(C)C tert-butyl tert-butoxycarbonyl(6-(8-((tert-butoxycarbonyl)(4-(4-(oxetan-3-yl)piperazin-1-yl)phenyl)amino)imidazo[1,2-a]pyrazin-6-yl)-3-chloropyrazin-2-yl)carbamate